tert-Butyl 7-{[1-(3-{[4-(tert-butoxycarbonyl)phenyl]methoxy}propyl)-4-methyl-1H-benzotriazol-5-yl](hydroxy)methyl}-3,4-dihydroisoquinoline-2(1H)-carboxylate C(C)(C)(C)OC(=O)C1=CC=C(C=C1)COCCCN1N=NC2=C1C=CC(=C2C)C(C2=CC=C1CCN(CC1=C2)C(=O)OC(C)(C)C)O